P([O-])([O-])(=S)[S-] PHOSPHORDITHIOAT